N-(2-(4-((1R,4R)-2-oxa-5-azabicyclo[2.2.1]heptane-5-yl)piperidine-1-yl)-5-((6-((S)-3-(3-fluorobenzyl)isoxazolidine-2-yl)pyrimidine-4-yl)amino)-4-methoxy-phenyl)acrylamide [C@H]12OC[C@H](N(C1)C1CCN(CC1)C1=C(C=C(C(=C1)OC)NC1=NC=NC(=C1)N1OCC[C@@H]1CC1=CC(=CC=C1)F)NC(C=C)=O)C2